COC1=CC=C(CN(C=2C=3N(C(=C(N2)C=2C=C(C#N)C=CC2)C2=NC=NC=C2)N=C(N3)C=C)CC3=CC=C(C=C3)OC)C=C1 3-(8-(bis(4-methoxybenzyl)amino)-5-(pyrimidin-4-yl)-2-vinyl-[1,2,4]triazolo[1,5-a]pyrazin-6-yl)benzonitrile